C(CCCCCCC)CSC=1C=C(C(=C(C1)SCCCCCCCCC)O)C 4,6-bis(octylmethylthio)-ortho-cresol